5-bromofuran-2-carboxylic acid BrC1=CC=C(O1)C(=O)O